7-(3-(4-acetylpyridin-3-yl)-7,8-dihydro-1,6-naphthyridin-6(5H)-yl)-8-methyl-4H-pyrimido[1,2-b]pyridazin-4-one C(C)(=O)C1=C(C=NC=C1)C=1C=NC=2CCN(CC2C1)C=1C(=CC=2N(N1)C(C=CN2)=O)C